C(C)(C)NC(=O)C1=CC2=C(C=CC(=C2C=C1)C1=CC=C(C=C1)C(F)(F)F)C(F)(F)F N-isopropyl-8-(trifluoromethyl)-5-(4-(trifluoromethyl)phenyl)-2-naphthamide